(E)-5-(1-allylsilolan-1-yl)-2-phenyl-4-styrylpyridine C(C=C)[Si]1(CCCC1)C=1C(=CC(=NC1)C1=CC=CC=C1)\C=C\C1=CC=CC=C1